NC1=C(C=C(C=C1)OB(O)O)C=O (4-amino-3-formylphenyl)boric acid